1-aminonaphthalene-3,6,8-trisulfonate NC1=CC(=CC2=CC(=CC(=C12)S(=O)(=O)[O-])S(=O)(=O)[O-])S(=O)(=O)[O-]